methyl 7-((2S,5R)-4-(tert-butoxycarbonyl)-2,5-dimethylpiperazin-1-yl)-5-chloro-3-methyl-3H-imidazo[4,5-b]pyridine-2-carboxylate C(C)(C)(C)OC(=O)N1C[C@@H](N(C[C@H]1C)C1=C2C(=NC(=C1)Cl)N(C(=N2)C(=O)OC)C)C